3-((1-Methyl-2,4-dioxo-3-(4-(trifluoromethyl)benzyl)-1,2,3,4,7,8-hexahydropyrido[4,3-d]pyrimidin-6(5H)-yl)methyl)benzonitrile CN1C(N(C(C2=C1CCN(C2)CC=2C=C(C#N)C=CC2)=O)CC2=CC=C(C=C2)C(F)(F)F)=O